methyl 2-(2-(benzyloxy)-3-methyl-4,6-bis(tosyloxy)benzoyl)isoindoline-5-carboxylate C(C1=CC=CC=C1)OC1=C(C(=O)N2CC3=CC=C(C=C3C2)C(=O)OC)C(=CC(=C1C)OS(=O)(=O)C1=CC=C(C)C=C1)OS(=O)(=O)C1=CC=C(C)C=C1